C(C)(C)(C)OC(=O)N1CC(C1)CSC 3-(methylthiomethyl)azetidine-1-carboxylic acid tert-butyl ester